F[B-](F)(F)F.F[B-](F)(F)F.C1(=CC=CC=C1)C=1C(=NC=2C(N1)=C(SC2C2=CC=[N+](C=C2)CC2=CC=CC=C2)C2=CC=[N+](C=C2)CC2=CC=CC=C2)C2=CC=CC=C2 4,4'-(2,3-Diphenylthieno[3,4-b]pyrazine-5,7-diyl)bis(1-benzylpyridin-1-ium) bis(tetrafluoroborate)